NC1=C(C=C(C=N1)NC(C(=O)N1C(CC[C@@H](C1)C)C1=CC=C2C3(C(NC2=C1)=O)CC3)=O)CC N-(6-amino-5-ethylpyridin-3-yl)-2-((5S)-5-methyl-2-(2'-oxospiro[cyclopropan-1,3'-indol]-6'-yl)piperidin-1-yl)-2-oxoacetamide